2-chloro-N-(5-methyl-1H-pyrazol-3-yl)-7-morpholinoquinazolin-4-amine ClC1=NC2=CC(=CC=C2C(=N1)NC1=NNC(=C1)C)N1CCOCC1